N12CCN(CC1)CC2 1,4-Diazabicyclo-[2.2.2]-octane